ClC1=NC(=NC(=C1)N1N=C(C=C1C)C)NC1CCC(CC1)(F)F 4-chloro-N-(4,4-difluorocyclohexyl)-6-(3,5-dimethyl-1H-pyrazol-1-yl)pyrimidin-2-amine